N1=C(C=C1)C=1C(NC1)=O Azetylazeton